BrC=1N=C(SC1)NC(=O)C1=CC=C(C=N1)N1CCN(CC1)C(=O)OCCCC butyl 4-(6-((4-bromothiazol-2-yl)carbamoyl)pyridin-3-yl)piperazine-1-carboxylate